CC1=CC=C(C=C1)\C=C\C(=O)C1=C(C=C(C(=C1)CN1C(CNCC1)C)OC)O 4-methyl-2'-hydroxy-4'-methoxy-5'-(methylpiperazin-1-yl)methyl-chalcone